BrC1=CC=CC2=C1C1=C(CC(N2)=O)C2=CC=CC=C2N1 Bromo-7,12-dihydroindolo-[3,2-d][1]benzazepin-6(5H)-one